NC([C@H](C)NC(OCC1=CC=CC=C1)=O)=S Benzyl [(2S)-1-amino-1-sulfanylidenepropan-2-yl]carbamate